2-((1r,3r,5r)-spiro[bicyclo[3.2.0]heptane-6,2'-[1,3]dioxolane]-3-yl)ethanol O1C2(OCC1)[C@@H]1C[C@@H](C[C@@H]1C2)CCO